5-((1S)-1-(8-(bromomethyl)-6-chloro-4-methyl-1,1-dioxido-3,4-dihydro-2H-benzo[e][1,2,4]thiadiazin-2-yl)-2-(6-fluoro-2,3-dimethylphenyl)propyl)-1,3,4-oxadiazol-2(3H)-one BrCC1=CC(=CC=2N(CN(S(C21)(=O)=O)[C@@H](C(C)C2=C(C(=CC=C2F)C)C)C2=NNC(O2)=O)C)Cl